[Cl-].C[NH+](C)CCCCCCCCCCCCCCCCCC N,N-dimethyl-octadecyl-ammonium chloride